[Si](C)(C)(C(C)(C)C)OC1CC(N(CC1)C(=O)OC(C)(C)C)C(=O)OC 1-(tert-butyl) 2-methyl 4-((tert-butyldimethylsilyl)oxy)piperidine-1,2-dicarboxylate